(S)-4-chloro-2-(4-(6-((4-chlorobenzyl)oxy)-5-fluoropyridin-2-yl)-2,5-difluorobenzyl)-1-(4,4-dimethyltetrahydrofuran-3-yl)-1H-benzo[d]imidazole-6-carboxylic acid ClC1=CC(=CC=2N(C(=NC21)CC2=C(C=C(C(=C2)F)C2=NC(=C(C=C2)F)OCC2=CC=C(C=C2)Cl)F)[C@@H]2COCC2(C)C)C(=O)O